FC=1C=C(C=C(C1)F)C=1N(N=C2C(N(CCC21)C(=O)C=2C=C(C=CC2F)C=2C=C(C#N)C=CC2)C)C 3-[3-[3-(3,5-difluorophenyl)-2,7-dimethyl-5,7-dihydro-4H-pyrazolo[3,4-c]pyridine-6-carbonyl]-4-fluoro-phenyl]benzonitrile